O=C1NC(CCC1N1C(C=2C=C3C(=CC2C1=O)CN(C3)C3CCN(CC3)C3=CC=C(C(=O)O)C=C3)=O)=O 4-(4-(6-(2,6-dioxopiperidin-3-yl)-5,7-dioxo-3,5,6,7-tetrahydropyrrolo[3,4-f]isoindol-2(1H)-yl)piperidin-1-yl)benzoic acid